2-tetradecyl-3-cyclohexylmethyl-succinic acid diisobutyl ester diisobutyl-2-cyclohexyl-3-cyclopentylsuccinate C(C(C)C)OC(C(C(C(=O)OCC(C)C)C1CCCC1)C1CCCCC1)=O.C(C(C)C)OC(C(C(C(=O)OCC(C)C)CC1CCCCC1)CCCCCCCCCCCCCC)=O